NC(C(=O)NCCCC)CC1=CNC2=CC=CC=C12 2-amino-N-butyl-3-(1H-indol-3-yl)propanamide